4-(4-(6-(((1R,3s,5S)-1,5-dimethyl-8-azabicyclo[3.2.1]octan-3-yl)(methyl)amino)pyridazin-3-yl)-3-hydroxyphenyl)pyridin-2(1H)-one C[C@]12CC(C[C@](CC1)(N2)C)N(C2=CC=C(N=N2)C2=C(C=C(C=C2)C2=CC(NC=C2)=O)O)C